C(C)(C)(C)OC(=O)N1CC(C1)OC=1C=C2C(=NC(=NC2=CC1)C=1C=C2C(=CN1)SC=C2)O 3-(4-hydroxy-2-thieno[2,3-c]pyridin-5-yl-quinazolin-6-yloxy)-azetidine-1-carboxylic acid tert-butyl ester